NC=1C=C(C=C(C1)C(F)(F)F)[C@@H](C)NC=1C=2C(N=C(N1)C)=CC(N(C2)N2CCOCC2)=O 4-[[(1R)-1-[3-amino-5-(trifluoromethyl)phenyl]ethyl]amino]-2-methyl-6-morpholino-pyrido[4,3-d]pyrimidin-7-one